(R)-3-(5'-benzyl-2'-carbamoyl[1,1'-biphenyl]-3-yl)-2-methylpropanoic acid C(C1=CC=CC=C1)C=1C=CC(=C(C1)C1=CC(=CC=C1)C[C@H](C(=O)O)C)C(N)=O